N(=[N+]=[N-])C1=CC(=C(C=C1)NCCS(=O)(=O)CCCN1C(C(C(C(C1)O)O)O)CO)[N+](=O)[O-] 1-(3-{2-[(4-azido-2-nitrophenyl)amino]ethane-sulfonyl}propyl)-2-(hydroxymethyl)piperidine-3,4,5-triol